Aspartate hydrochloride Cl.N[C@@H](CC(=O)O)C(=O)O